6-(2-fluoro-4-(5-methyl-1,2,4-oxadiazol-3-yl)phenyl)nicotinic acid FC1=C(C=CC(=C1)C1=NOC(=N1)C)C1=NC=C(C(=O)O)C=C1